5-[2-(3,3-difluoropyrrolidin-1-yl)-6-[(1S,4S)-2-oxa-5-azabicyclo[2.2.1]heptan-5-yl]pyrimidin-4-yl]pyridin-2-amine FC1(CN(CC1)C1=NC(=CC(=N1)C=1C=CC(=NC1)N)N1[C@@H]2CO[C@H](C1)C2)F